C(C)N1C2=C([C@H]([C@@H](C1=O)NC(=O)C1=NC=CC(=N1)C(F)(F)F)C1=CC=CC(=N1)NC(OC(C)(C)C)=O)C=NN2C2=CC=CC=C2 |r| tert-butyl (6-(rac-(4R,5S)-7-ethyl-6-oxo-1-phenyl-5-(4-(trifluoromethyl)pyrimidine-2-carboxamido)-4,5,6,7-tetrahydro-1H-pyrazolo[3,4-b]pyridin-4-yl)pyridin-2-yl)carbamate